C(C)O[Si](CCCSSCCC[Si](OCC)(OCC)OCC)(OCC)OCC Bis-{3-(triethoxysilyl)propyl}disulfide